rac-(3aR,5R,7S,7aR)-5-(3-fluorophenyl)-1,3,3,5,7-pentamethyl-octahydrobenzo[c]isoxazole FC=1C=C(C=CC1)[C@]1(C[C@@H]2[C@H](N(OC2(C)C)C)[C@H](C1)C)C |r|